6-chloro-8-cyclopropoxy-7-(5-methyl-1H-indazol-4-yl)-2-((((S)-1-methylpyrrolidin-2-yl)methoxy)quinazolin-4-yl)-3,8-diazabicyclo[3.2.1]octane-3-carboxylic acid tert-butyl ester C(C)(C)(C)OC(=O)N1C(C2C(C(C(C1)N2OC2CC2)Cl)C2=C1C=NNC1=CC=C2C)C2=NC(=NC1=CC=CC=C21)OC[C@H]2N(CCC2)C